COC(C(=O)C1=CC=CC=C1)(O)OC 2-hydroxy-2-methyl-1-phenyl-Propanone